FC1=C(C=C(C=C1)OC=1C(=C2C=CNC2=CC1F)C)C=1NC(=CN1)C1(COC2=C1C=CC=C2CCC(=O)OCC)C Ethyl 3-(3-(2-(2-fluoro-5-((6-fluoro-4-methyl-1H-indol-5-yl)oxy)phenyl)-1H-imidazol-5-yl)-3-methyl-2,3-dihydrobenzofuran-7-yl)propanoate